1-(4-tert-butylphenylseleno)-2-bromo-3-fluorobenzene C(C)(C)(C)C1=CC=C(C=C1)[Se]C1=C(C(=CC=C1)F)Br